FC(C=1C=CC(=C(C1)NS(=O)(=O)C=1C=C(C(=O)OC)C=CC1CC)N1CCCCC1)F methyl 3-(N-(5-(difluoromethyl)-2-(piperidin-1-yl) phenyl) sulfamoyl)-4-ethylbenzoate